C1(CC1)CN1C2=C(N=C(C1=O)NN)CCCCC2 4-(cyclopropylmethyl)-2-hydrazino-6,7,8,9-tetrahydro-5H-cyclohepta[b]pyrazin-3-one